bromocapric acid anhydride BrC(C(=O)OC(=O)C(CCCCCCCC)Br)CCCCCCCC